FC(CN1N=NC(=C1)CO)(F)F [1-(2,2,2-trifluoroethyl)triazol-4-yl]methanol